7-Methyl-2'-O-methylguanosine 5'-diphosphate P(O)(=O)(OP(=O)(O)O)OC[C@@H]1[C@H]([C@H]([C@@H](O1)N1C=[N+](C=2C(=O)NC(N)=NC12)C)OC)O